OC1=C(C=C(C=C1C(C)(C)C)C(C)(C)C)N1N=C2C(=N1)C=CC=C2 2-(2-hydroxy-3,5-di-tert-butylphenyl)-benzotriazole